N1N=NC2=C1C=CC=C2.CO/C=C/C2=C(C=CC=C2)C2=C(C=1C=CC3=CC=CC=C3C1C=C2)CCCCCCCCCCCCCCCCCCN (E)-2-(2-(2-methoxyvinyl)phenyl)phenanthreneoctadecylamine benzotriazole salt